BrC1=C(C2=C(N(N=N2)CCCOCC2CCN(CC2)C(=O)OCC2=CC=CC=C2)C=C1)C benzyl 4-((3-(5-bromo-4-methyl-1H-benzo[d][1,2,3]triazol-1-yl)propoxy)methyl)piperidine-1-carboxylate